COC=1C=C(C=CC1)C=1C=C(C=C2C=CC(OC12)(C)C)C=CC(=O)NC1=CC=C(C=C1)O 3-[8-(3-methoxyphenyl)-2,2-dimethyl-2H-chromen-6-yl]-N-(4-hydroxyphenyl)acrylamide